7-((1-acryloyl-3-(3-chloro-2-methylphenyl)azetidin-3-yl)amino)-1,3-dimethylquinazoline-2,4(1H,3H)-dione C(C=C)(=O)N1CC(C1)(C1=C(C(=CC=C1)Cl)C)NC1=CC=C2C(N(C(N(C2=C1)C)=O)C)=O